FC1=C(C=C(C=C1)OC)S(=O)(=O)N 2-fluoro-5-methoxybenzenesulfonamide